(R)-3-(2-(difluoromethoxy)-5-methylphenyl)-6-(2-(2-hydroxypropan-2-yl)pyrimidin-5-yl)-2,3-dihydropyrazolo[1,2-a]indazol-9(1H)-one FC(OC1=C(C=C(C=C1)C)[C@H]1CCN2N1C=1C=C(C=CC1C2=O)C=2C=NC(=NC2)C(C)(C)O)F